NC1=CC=C(OC2=CC(=C(C=C2)NC2=CC=CC=C2)Cl)C=C1 4-(4-aminophenoxy)-2-chlorophenyl-aniline